S(=O)(=O)(OCC=CC)[O-] crotyl sulfate